2-bromo-3-chloro-4-(4-(1-methyl-4-(trifluoromethyl)-1H-imidazol-2-yl)benzyl)-6,7-dihydropyrazolo[1,5-a]pyrimidin-5(4H)-one BrC1=NN2C(N(C(CC2)=O)CC2=CC=C(C=C2)C=2N(C=C(N2)C(F)(F)F)C)=C1Cl